OC(C(=O)O)(CCCCCC)CC 2-Hydroxy-2-ethyloctanoic acid